2-(2,6-Dioxopiperidin-3-yl)-4-(4-(4-nitrophenoxy)piperidin-1-yl)isoindoline-1,3-dione O=C1NC(CCC1N1C(C2=CC=CC(=C2C1=O)N1CCC(CC1)OC1=CC=C(C=C1)[N+](=O)[O-])=O)=O